ClC=1C=C2C(=CN=C(C2=CN1)N1C(C(C1)F)C)C(C)C 6-chloro-1-(3-fluoro-2-methylazetidin-1-yl)-4-isopropyl-2,7-naphthyridine